C1N(C[C@@H]2[C@H]1CNC2)C=2C=NC(=NC2)N2C(C1=C(NC=3N=NC(=CC31)C3=C(C=CC=C3)O)CC2)C 2-(6-(5-((3aR,6aS)-Hexahydropyrrolo[3,4-c]pyrrol-2(1H)-yl)pyrimidin-2-yl)-5-methyl-6,7,8,9-tetrahydro-5H-pyrido[3',4':4,5]pyrrolo[2,3-c]pyridazin-3-yl)phenol